tert-butyl (R)-(cyclopropylmethyl)(1-(6-(3-hydroxyoxetan-3-yl)pyridin-3-yl)piperidin-3-yl)carbamate C1(CC1)CN(C(OC(C)(C)C)=O)[C@H]1CN(CCC1)C=1C=NC(=CC1)C1(COC1)O